(S)-7-bromo-8'-(difluoromethoxy)-8-fluoro-3'H-spiro[chroman-4,2'-imidazo[1,2-a]pyridine]-6'-carbonitrile BrC1=CC=C2C(=C1F)OCC[C@]21N=C2N(C=C(C=C2OC(F)F)C#N)C1